tert-butyl-(3R,5'S)-5'-carbamoyl-2-oxospiro[indoline-3,3'-pyrrolidine]-1'-carboxylic acid-4,5,6,7-d4 C(C)(C)(C)C1N([C@@H](C[C@]12C(NC1=C(C(=C(C(=C12)[2H])[2H])[2H])[2H])=O)C(N)=O)C(=O)O